1-(benzyloxy)-15-((triisopropylsilyl)oxy)pentadecan-7-ol C(C1=CC=CC=C1)OCCCCCCC(CCCCCCCCO[Si](C(C)C)(C(C)C)C(C)C)O